COC1=CC=C(C(=O)NNC(=O)C2=CNC3=CC=CC=C3C2=O)C=C1 N'-(4-methoxybenzoyl)-4-oxo-1,4-dihydroquinoline-3-carbohydrazide